C(C=C)(=O)O.CC(CCOCC(=O)O)C (3-methylbutoxy)acetic acid 2-propenoate